1-[3-(hydroxymethyl)pyrrolidin-1-yl]butan-1-one tert-butyl-4-methyl-6,7-dihydropyrazolo[1,5-a]pyrazine-5(4H)-carboxylate C(C)(C)(C)OC(=O)N1C(C=2N(CC1)N=CC2)C.OCC2CN(CC2)C(CCC)=O